CN1C(N(C(C=2N(C=NC12)C)=O)CCCCC(C)=O)=O 3,7-dihydro-3,7-dimethyl-1-(5-oxo-hexyl)-1H-purine-2,6-dione